CC1(OB(OC1(C)C)C1=C2C=NN=C(C2=CC=C1)N1CCN(CC1)C(=O)OC(C)(C)C)C tert-butyl 4-[5-(4,4,5,5-tetramethyl-1,3,2-dioxaborolan-2-yl)phthalazin-1-yl]piperazine-1-carboxylate